ferrous (hexylphosphonate) C(CCCCC)P([O-])([O-])=O.[Fe+2]